5-fluoro-2-oxo-1,2,3,4-tetrahydroquinoline-3-carboxylic acid ethyl ester C(C)OC(=O)C1C(NC2=CC=CC(=C2C1)F)=O